6,7-dimethoxyquinolin-4-ol COC=1C=C2C(=CC=NC2=CC1OC)O